C(C(=C)C)(=O)OCCS(=O)(=O)O 2-methacryloyloxyethansulfonic acid